N=1C=NN2C1C=C(C=C2)OC2=C(C=C(C=C2)NC2=NC=NN1C2=C(C=C1)[C@@H]1CN(CCC1)C(\C=C\CN(C)C)=O)C (R,E)-1-(3-(4-((4-([1,2,4]triazolo[1,5-a]pyridin-7-yloxy)-3-methylphenyl)amino)pyrrolo[2,1-f][1,2,4]triazin-5-yl)piperidin-1-yl)-4-(dimethylamino)but-2-en-1-one